NC1=CC=C2C(=CNC2=C1)C(C=1C=C(C(=C(C1)O)O)O)C1=CNC2=CC(=CC=C12)N 5-(bis(6-amino-1H-indol-3-yl)methyl)benzene-1,2,3-triol